(1S,2R,3S,4R)-4-[7-[[(1R,2S)-2-(3,4-Difluorophenyl)-cyclopropyl]amino]-5-(propylthio)-3H-1,2,3-triazolo[4,5-d]pyrimidin-3-yl]-1,2,3-cyclopentanetriol FC=1C=C(C=CC1F)[C@H]1[C@@H](C1)NC=1C2=C(N=C(N1)SCCC)N(N=N2)[C@H]2[C@@H]([C@@H]([C@H](C2)O)O)O